CB(OC(C)C)C dimethyl-(isopropoxy)borane